N-((R)-1-(4-(ethylsulfonyl)phenyl)-2-hydroxyethyl)nicotinamide C(C)S(=O)(=O)C1=CC=C(C=C1)[C@H](CO)NC(C1=CN=CC=C1)=O